N-(6-(7-(dimethylamino)-6-fluoro-5-(trifluoromethyl)-1H-indazol-4-yl)imidazo[1,2-b]pyridazin-2-yl)-2-fluorocyclopropane-1-carboxamide CN(C=1C(=C(C(=C2C=NNC12)C=1C=CC=2N(N1)C=C(N2)NC(=O)C2C(C2)F)C(F)(F)F)F)C